C(CCCCCC(=O)[O-])(=O)[O-].[Ca+2] calcium heptanedioate